3-Aminosulfonyl-4-phenoxy-5-(1-pyrrolidinyl)-dithiobenzoic Acid, Sodium Salt [Na+].NS(=O)(=O)C=1C=C(C(=S)[S-])C=C(C1OC1=CC=CC=C1)N1CCCC1